C(C=C)(=O)OCCC1C(OC1)(F)F 3-(2-acryloyloxyethyl)-2,2-difluorooxetane